C(C1=CC=CC=C1)N1N=C(N=C1)C(=O)NC1=C(C(=C(C=C1)Cl)Cl)F 1-benzyl-N-(3,4-dichloro-2-fluoro-phenyl)-1H-1,2,4-triazole-3-carboxamide